[Ir].BrC=1C=C(OC1)CCCCC=O 4-bromo-2-furanvaleraldehyde Iridium